COC=1C=C(CN(C=2SC=C(N2)COCCOCCOC=2C=C(C#N)C=CC2)CC2=CC(=CC=C2)OC)C=CC1 3-(2-(2-((2-(bis(3-methoxybenzyl)amino)thiazol-4-yl)methoxy)ethoxy)ethoxy)benzonitrile